CC1CC(CCCCCCCCCC=CC1)=O 3-methyl-5-cyclopentadecenone